(1-{4-[3-(5-tert-butyl-2H-pyrazol-3-yl)-ureido]-phenyl}-1H-benzimidazol-5-yloxy)-acetic acid ethyl ester C(C)OC(COC1=CC2=C(N(C=N2)C2=CC=C(C=C2)NC(=O)NC=2NN=C(C2)C(C)(C)C)C=C1)=O